N,N-dibenzyl-4'-(benzyloxy)-8-bromo-2'-(methylthio)-3,4,5',8'-tetrahydro-2H-spiro[naphthalene-1,7'-pyrano[4,3-d]pyrimidin]-7-amine C(C1=CC=CC=C1)N(C1=CC=C2CCCC3(CC=4N=C(N=C(C4CO3)OCC3=CC=CC=C3)SC)C2=C1Br)CC1=CC=CC=C1